Tris(triethylsilyl)amin C(C)[Si](CC)(CC)N([Si](CC)(CC)CC)[Si](CC)(CC)CC